C1(C(=C)CC(N1)=O)=O ITACONIMIDE